2-amino-2-(3-chlorophenyl)ethanol NC(CO)C1=CC(=CC=C1)Cl